2-(4-methylbenzenesulfonyl)acetic acid methyl ester COC(CS(=O)(=O)C1=CC=C(C=C1)C)=O